(5R,6R)-6-((R)-8-fluoro-5H-imidazo[5,1-a]isoindol-5-yl)-5,6,7,8-tetrahydroquinolin-5-ol FC1=CC=C2[C@H](N3C(C2=C1)=CN=C3)[C@@H]3[C@H](C=1C=CC=NC1CC3)O